N1=C(C=CC=C1)C(C)=O (pyridine-2-yl)ethanone